(3R,5R)-tert-Butyl 3-hydroxy-5-((7-trityl-7H-pyrrolo[2,3-d]pyrimidin-4-yl)amino)piperidine-1-carboxylate O[C@H]1CN(C[C@@H](C1)NC=1C2=C(N=CN1)N(C=C2)C(C2=CC=CC=C2)(C2=CC=CC=C2)C2=CC=CC=C2)C(=O)OC(C)(C)C